COCN1N=CC=C1S(=O)(=O)Cl 2-(methoxymethyl)pyrazole-3-sulfonyl chloride